OC1=CC=C(C=C1)N1C(N(C(C1(C)C)=O)C=1C=C(C(=NC1)C#N)C(F)(F)F)=S 5-(3-(4-hydroxyphenyl)-4,4-dimethyl-5-oxo-2-thioxoimidazolidin-1-yl)-3-(trifluoromethyl)pyridinecarbonitrile